N-[4-(4-Fluoro-1,3-benzoxazol-2-yl)phenyl]-1,1-dioxothiolan-3-carboxamid FC1=CC=CC2=C1N=C(O2)C2=CC=C(C=C2)NC(=O)C2CS(CC2)(=O)=O